3-(2-methylphenoxy)-1,2-propanediol CC1=C(OCC(CO)O)C=CC=C1